NC1=C(C(=NN1C(C)C)C(=O)NC=1C=NC=C(C1)NC(CC1=CC=C(C=C1)F)=O)C(=O)O 5-Amino-N3-(5-(2-(4-fluorophenyl)acetamido)pyridin-3-yl)-1-isopropyl-1H-pyrazole-3,4-dicarboxylic acid amide